N-(3-(4-(3-(diisobutylamino)propyl)piperazin-1-yl)propyl)-1H-benzo[d]imidazol-2-amine di-sulphate S(=O)(=O)(O)O.S(=O)(=O)(O)O.C(C(C)C)N(CCCN1CCN(CC1)CCCNC1=NC2=C(N1)C=CC=C2)CC(C)C